COC1=C(C=NC=C1C)C1=CC=NC2=CC(=CC=C12)OC 4-(4-Methoxy-5-methylpyridin-3-yl)-7-Methoxy-quinoline